NC=1COC2=CC(=CC=C2C1)OC 3-amino-7-methoxy-2H-chromen